1-methylformamidine CC(=N)N